tert-butyl 4-[2-(benzyloxycarbonylamino)ethoxy]piperidine-1-carboxylate C(C1=CC=CC=C1)OC(=O)NCCOC1CCN(CC1)C(=O)OC(C)(C)C